OCCCN1C[C@H]([C@H](C1)OCCCCC(C(=O)[O-])(CCCCCCCC)CCCCCC)OCCCCC(C(=O)[O-])(CCCCCCCC)CCCCCC (((3R,4S)-1-(3-hydroxypropyl)pyrrolidine-3,4-diyl)bis(oxy))bis(butane-4,1-diyl)bis(2-hexyldecanoate)